1-(4-((5-(3-(2,2-Difluoroethyl)-2-methyl-3H-imidazo[4,5-b]pyridin-5-yl)-4-(methylamino)pyrrolo[2,1-f][1,2,4]triazin-2-yl)amino)piperidin-1-yl)ethan-1-one FC(CN1C(=NC=2C1=NC(=CC2)C=2C=CN1N=C(N=C(C12)NC)NC1CCN(CC1)C(C)=O)C)F